(2r,3s)-3-(1H-pyrazol-3-yl)-2-(2,4-difluorophenyl)-1-(1H-tetrazol-1-yl)butan-2-ol N1N=C(C=C1)[C@@H]([C@@](CN1N=NN=C1)(O)C1=C(C=C(C=C1)F)F)C